BrC1=C(C(=C(C=C1)OC)[N+](=O)[O-])Cl 1-Bromo-2-chloro-4-methoxy-3-nitrobenzene